OC(=O)C(F)(F)F.OC(=O)C(F)(F)F.C1(CCCC1)OC([C@@H](CC=1C=NC=CC1)N)=O (2R)-2-amino-3-(pyridin-3-yl)propionic acid cyclopentyl ester di-TFA salt